S-nitroso-N-acetyl-l-cysteine ethyl ester C(C)OC([C@@H](NC(C)=O)CSN=O)=O